4-(2-fluorobenzoyl)piperidin-4-ol FC1=C(C(=O)C2(CCNCC2)O)C=CC=C1